Cl.OC(C1=CC(=C(N=N1)C1=C(C=C(C=C1)C(F)(F)F)O)C)C1NCCCC1 2-(6-(hydroxy(piperidin-2-yl)methyl)-4-methylpyridazin-3-yl)-5-(trifluoromethyl)phenol HCl salt